(E)-N-(2-(5-chloropyridin-2-yl)ethyl)-6,7-difluoro-2,3,4,9-tetrahydro-1H-carbazole-1-imine ClC=1C=CC(=NC1)CC/N=C/1\CCCC=2C3=CC(=C(C=C3NC12)F)F